N-((4-chlorophenyl)sulfonyl)-5,5-diphenyl-4,5-dihydroisoxazole-3-carboxamide ClC1=CC=C(C=C1)S(=O)(=O)NC(=O)C1=NOC(C1)(C1=CC=CC=C1)C1=CC=CC=C1